tert-butyl 2-(3-chloro-2-methylphenyl)-4H-pyrrolo[3,4-d]thiazole-5(6H)-carboxylate ClC=1C(=C(C=CC1)C=1SC2=C(N1)CN(C2)C(=O)OC(C)(C)C)C